CN1C(=O)N(C(=O)C(C1=O)=C1NN(C(C1)C1=CC=CC=C1)C(CC)=O)C 1,3-dimethyl-5-(5-phenyl-1-propanoylpyrazolidine-3-ylidene)barbituric acid